6-(1-(tetrahydro-2H-pyran-2-yl)-1H-pyrazole-4-carbonyl)-2-(1-(trifluoromethyl)cyclopropane-1-carbonyl)-2,6-diazaspiro[3.4]octane-8-carbonitrile O1C(CCCC1)N1N=CC(=C1)C(=O)N1CC2(CN(C2)C(=O)C2(CC2)C(F)(F)F)C(C1)C#N